C(CCCCCCCC)N(CCN(CC(=O)N1CC(CC1)CN(CCCC(=O)OCCCCC)CCCCCCCCC)CCCCCCCCC)CCCCCCCCC Pentyl 4-(((1-(N-(2-(dinonylamino)ethyl)-N-nonylglycyl)pyrrolidin-3-yl)methyl)(nonyl)amino)butanoate